3,5-dimethyl-1,2-phenylene bis(pyrrolidine-1-carboxylate) N1(CCCC1)C(=O)OC1=C(C(=CC(=C1)C)C)OC(=O)N1CCCC1